FC(CNC1=NC=C(C(=O)OC)C=C1)(F)F methyl 6-((2,2,2-trifluoroethyl)amino)nicotinate